(dl)-2-(4-methoxyphenyl)-4-cyanopyridine COC1=CC=C(C=C1)C1=NC=CC(=C1)C#N